F[B-](F)(F)F.C(C=C)N1CN(C=C1)C (1-allyl-3-methylimidazole) tetrafluoroborate